2-(3-(azetidin-1-ium-1-ylidene)-7-(azetidin-1-yl)-3H-spiro[dibenzo[b,e]siline-5,1'-silinan]-10-yl)-5-carboxybenzoate TFA salt [O-]C(=O)C(F)(F)F.[N+]1(CCC1)=C1C=CC=2C(=C1)[Si]1(CCCCC1)C1=C(C2C2=C(C(=O)O)C=C(C=C2)C(=O)O)C=CC(=C1)N1CCC1